FC1=C(C(=CC(=C1)C=1C(=NC=CC1)OC1COCC1)F)N1CCC(CC1)CC(=O)O 2-[1-[2,6-difluoro-4-(2-tetrahydrofuran-3-yloxy-3-pyridyl)phenyl]-4-piperidyl]acetic acid